ClC1=C(C=C(C=C1)C=1C(=NC(=NC1)NS(=O)(=O)C=1C=NC=CC1)C1=CC=C(C=C1)C(F)(F)F)OCC(C)(C)C N-(5-(4-chloro-3-(neopentyloxy)phenyl)-4-(4-(trifluoromethyl)phenyl)pyrimidin-2-yl)pyridine-3-sulfonamide